BrC=1C(=C(C2=C(N=CS2)C1)Cl)N 5-bromo-7-chlorobenzo[d]thiazol-6-amine